(S)-5-amino-4-(5-fluoro-6-oxo-6,8-dihydro-2H,7H-spiro[furo[2,3-e]isoindol-3,4'-piperidin]-7-yl)-5-oxopentanoic acid tert-butyl ester C(C)(C)(C)OC(CC[C@@H](C(=O)N)N1C(C2=C(C=C3C(=C2C1)OCC31CCNCC1)F)=O)=O